FC1=C(N(CC2=CC=C(C=C2)OC)CC2=CC=C(C=C2)OC)C=C(C=C1)C 2-fluoro-N,N-bis(4-methoxybenzyl)-5-methylaniline